Cl.ClCC=1N=CSC1C 4-(chloromethyl)-5-methyl-thiazole hydrochloride